N-(2-fluoro-2-methylpropyl)-2-(1-hydroxycyclobutyl)-N-methylacetamide FC(CN(C(CC1(CCC1)O)=O)C)(C)C